(S)-2-(2-methylpyridin-3-yl)-N-(1,2,3,4-tetra-hydronaphthalen-1-yl)benzo[d]thiazole-6-carboxamide CC1=NC=CC=C1C=1SC2=C(N1)C=CC(=C2)C(=O)N[C@H]2CCCC1=CC=CC=C21